2-(Benzylthio)-3-fluoro-5-methylphenol C(C1=CC=CC=C1)SC1=C(C=C(C=C1F)C)O